C1(=CC=C(C=C1)SC1CCCCCC1)C p-tolylsulfanyl-cycloheptane